C(C)OC(=O)C=1C(C=C2N(C(CC=3C=C(C(=NC23)OC)OCCCOC)(C)C(C)C)C1)=O 6-isopropyl-2-methoxy-3-(3-methoxypropoxy)-6-methyl-10-oxo-5H-pyrido[1,2-H]1,7-naphthyridine-9-carboxylic acid ethyl ester